7-iodo-1-oxospiro[isochroman-3,4'-piperidine]-1'-carboxylic acid tert-butyl ester C(C)(C)(C)OC(=O)N1CCC2(CC1)OC(C1=CC(=CC=C1C2)I)=O